methyl 1-((1-(tert-butoxycarbonyl) azetidin-3-yl) oxy)-6-chloro-2,7-naphthyridine-4-carboxylate C(C)(C)(C)OC(=O)N1CC(C1)OC1=NC=C(C2=CC(=NC=C12)Cl)C(=O)OC